1,6-dihydro-1-hydroxy-6-oxo-2-Pyridinecarboxylic acid ON1C(=CC=CC1=O)C(=O)O